methyl 2-(4-(3-(((2-(1-(2-((tert-butoxycarbonyl)(methyl)amino)ethyl)piperidin-4-yl)pyridin-4-yl)methyl)(methyl)carbamoyl)phenoxy)phenoxy)acetate C(C)(C)(C)OC(=O)N(CCN1CCC(CC1)C1=NC=CC(=C1)CN(C(=O)C=1C=C(OC2=CC=C(OCC(=O)OC)C=C2)C=CC1)C)C